4-(aminomethyl)-N-[(4-fluorophenyl)methyl]-N-[[4-(2-methylpropyloxy)phenyl]methyl]pyridin-2-amine NCC1=CC(=NC=C1)N(CC1=CC=C(C=C1)OCC(C)C)CC1=CC=C(C=C1)F